6-methoxynaphthalene COC=1C=C2C=CC=CC2=CC1